FOC=1C(O)=C(C(=C(C1F)F)F)C1=CC=CC=C1 tetrafluorophenyl-catechol